2-[methyl-(6-pentanoylamino-4-phenylquinolin-2-yl)amino]acetic acid CN(CC(=O)O)C1=NC2=CC=C(C=C2C(=C1)C1=CC=CC=C1)NC(CCCC)=O